2-bromo-5-[[4-(1-ethylpropylamino)-5-methyl-pyrimidin-2-yl]amino]-3-methyl-benzoic acid methyl ester COC(C1=C(C(=CC(=C1)NC1=NC=C(C(=N1)NC(CC)CC)C)C)Br)=O